CCCCCCCCCCCCCC(=O)OC1=CC=C(C=C1)[N+](=O)[O-] P-Nitrophenyl myristate